9-(2-chlorophenyl)-3,4-dihydropyrido[2,1-c][1,2,4]thiadiazine 2,2-dioxide ClC1=C(C=CC=C1)C1=CC=CN2C1=NS(CC2)(=O)=O